OC(=O)C(F)(F)F.CN1C=2N(CC(C1)CN)N=CC2C2=CC=C(C=C2)C(F)(F)F (4-methyl-3-(4-(trifluoromethyl)phenyl)-4,5,6,7-tetrahydropyrazolo[1,5-a]pyrimidin-6-yl)methylamine TFA salt